(2,5-dimethyl-1,4-phenylene)bis(isopropylsulfane) CC1=C(C=C(C(=C1)SC(C)C)C)SC(C)C